C1=CC(=CC(=C1)Cl)NC(=O)OCC#CCCl The molecule is a carbamate ester that is 4-chlorobut-2-yn-1-yl ester of N-(3-chlorophenyl)carbamic acid. A herbicide, it is no longer approved for use within the European Community. It has a role as a herbicide. It is a carbamate ester, an acetylenic compound and a member of monochlorobenzenes.